octadecyl-sodium C(CCCCCCCCCCCCCCCCC)[Na]